FC=1C=C(C=C2C(=CNC12)CCN(C)C)OC 2-(7-fluoro-5-methoxy-1H-indol-3-yl)-N,N-dimethylethane-1-amine